N-ethyl-bis(2-acetoxyethyl)amine C(C)N(CCOC(C)=O)CCOC(C)=O